C1(=CC=CC=CC=C1)C=CC(=O)O 3-(cycloocta-1,3,5,7-tetraen-1-yl)acrylic acid